Methyl 2-((5-(4-((4-cyano-2-fluorobenzyl)oxy)pyrimidin-2-yl)-2,5-diazabicyclo[4.1.0]heptan-2-yl)methyl)-1-(thiazol-5-ylmethyl)-1H-benzo[d]imidazole-6-carboxylate C(#N)C1=CC(=C(COC2=NC(=NC=C2)N2CCN(C3CC23)CC2=NC3=C(N2CC2=CN=CS2)C=C(C=C3)C(=O)OC)C=C1)F